CC1(OB(OC1(C)C)C1=C(C=O)C=CC=C1)C 2-(4,4,5,5-tetramethyl-1,3,2-dioxaborolan-2-yl)benzaldehyde